O=C1C=C(C(=CN1)C(=O)N)C=1C=C(C=CC1)C 6-oxo-4-(m-tolyl)-1,6-dihydropyridine-3-carboxamide